C(C)(C)(C)OC(N[C@H]1C[C@@H](OC[C@H]1OCC)C(=O)N1[C@H](C2=CC=CC=C2CC1)C1=CC=C(C=C1)F)=O ((2r,4S,5S)-5-ethoxy-2-((S)-1-(4-fluorophenyl)-1,2,3,4-tetrahydroisoquinoline-2-carbonyl)tetrahydro-2H-pyran-4-yl)carbamic acid tert-butyl ester